6-((1-(tert-butoxycarbonyl)piperidin-4-yl)oxy)picolinate C(C)(C)(C)OC(=O)N1CCC(CC1)OC1=CC=CC(=N1)C(=O)[O-]